C(C1=CC=CC=C1)N1CCC(CC1)CCNC(=O)C1=CC=2N(C=C1)C=C(N2)C2=CC=C(C=C2)OC(F)(F)F N-[2-(1-benzylpiperidin-4-yl)ethyl]-2-[4-(trifluoromethoxy)phenyl]imidazo[1,2-a]pyridine-7-carboxamide